O=C(CC(=O)OC)C1=NC=C(C=C1)C(F)(F)F methyl 3-oxo-3-[5-(trifluoromethyl)pyridin-2-yl]propanoate